CC1(CC(CC(C1)(C)C)=O)C 3,3,5,5-TETRAMETHYLCYCLOHEXAN-1-ONE